(E)-1-Methyl-4-styrylpiperazine CN1CCN(CC1)\C=C\C1=CC=CC=C1